ClC1=C(C(=O)NCC(N2CCC(CC2)COC=2N=NC(=CC2)F)C2=C(N=CS2)C(F)F)C(=CC=C1)F 2-Chloro-N-{2-[4-(difluoromethyl)-1,3-thiazol-5-yl]-2-(4-{[(6-fluoropyridazin-3-yl)-oxy]methyl}piperidin-1-yl)ethyl}-6-fluorobenzamid